BrC1=CC=C2C(=N1)N(N=N2)[C@H](C)C2=C(C=C(C=C2)Cl)Cl (R)-5-bromo-3-(1-(2,4-dichlorophenyl)ethyl)-3H-[1,2,3]triazolo[4,5-b]pyridine